N1=CC=CC2=C1C=NNC2=O pyrido[2,3-d]pyridazin-5(6H)-one